CC1CCN(CC1)C=O (4-methylpiperidin-1-yl)methanone